(1S,3S,5S)-5-methyl-N-((6-methyl-1H-pyrrolo[3,2-c]pyridin-2-yl)methyl)-2-((phenoxathiine-3-carbonyl)glycyl)-2-azabicyclo[3.1.0]hexane-3-carboxamide C[C@@]12C[C@H](N([C@H]2C1)C(CNC(=O)C=1C=CC=2SC3=CC=CC=C3OC2C1)=O)C(=O)NCC1=CC=2C=NC(=CC2N1)C